1-(4-nitrophenyl)-5-(3-hydroxy-4-methoxyphenyl)-3-(trifluoromethyl)-1H-pyrazole-4-carbonitrile [N+](=O)([O-])C1=CC=C(C=C1)N1N=C(C(=C1C1=CC(=C(C=C1)OC)O)C#N)C(F)(F)F